3-(3-sulfopropyl)-1,1-dimethyl-2-(2-(1-methylquinolin-3-yl)vinyl)-1H-benzo[e]indole S(=O)(=O)(O)CCCN1C(C(C=2C3=C(C=CC12)C=CC=C3)(C)C)C=CC=3CN(C1=CC=CC=C1C3)C